CC1=C(C(=O)OCC(CC)(CO)CO)C=CC(=C1)O[C@@H](CC1CCCCC1)C1=CC=C(C=C1)C1=CC=C(C=C1)F 2,2-bis(hydroxymethyl)1-butanol Methyl-(S)-4-(2-cyclohexyl-1-(4'-fluoro-[1,1'-biphenyl]-4-yl)ethoxy)benzoate